1-(2-(Methacryloyloxy)-3-(4-methoxy-phenoxy)-propan-1-yl)-3-methyl-1H-imidazolium iodide [I-].C(C(=C)C)(=O)OC(CN1C=[N+](C=C1)C)COC1=CC=C(C=C1)OC